S1(CCOCC1)(=O)=O 1,4-Thioxane 1,1-dioxide